1-methyl-cyclopropane-1-amine CC1(CC1)N